CS(=O)(=O)C1=CC=C(CC2(CCN(CC2)C(C2=C(N=CC=C2)C2=NC=NC=C2)=O)C#N)C=C1 4-(4-(methylsulfonyl)benzyl)-1-(2-(pyrimidin-4-yl)nicotinoyl)piperidine-4-carbonitrile